ClC=1C=CC=2N(N1)C(=CN2)N2N=NC(=C2)CC 2-(1-(6-chloroimidazo[1,2-b]pyridazin-3-yl)-1H-1,2,3-triazol-4-yl)ethane